C(C=C)(=O)NC1=C(C(=O)NC2=NNC3=CC(=CC=C23)C2=C(C=CC(=C2)OC)F)C=CC=C1 2-acrylamido-N-(6-(2-fluoro-5-methoxyphenyl)-1H-indazol-3-yl)benzamide